ClC1=CC(=C2C(=N1)C(=C(S2)I)C)N(C(OC(C)(C)C)=O)CC=2SC=CC2 tert-butyl (5-chloro-2-iodo-3-methylthieno[3,2-b]pyridin-7-yl)(thiophen-2-ylmethyl)carbamate